CC(CC(=O)C1=CC=CC=C1)C=C 3-methyl-1-phenylpent-4-en-1-one